[Sb].[Ba] barium-antimony